C(C)(C)(C)OC(=O)N1CC2(C1)CC(C2)N2N=CC(=C2)[N+](=O)[O-] 6-(4-Nitro-1H-pyrazol-1-yl)-2-azaspiro[3.3]heptane-2-carboxylic acid tert-butyl ester